FC1(CC(C1)CN)F 1-(3,3-difluorocyclobutyl)methylamine